1-((6-(2-chloro-2'-methyl-3'-(pyrido[3,4-b]pyrazin-5-ylamino)-[1,1'-biphenyl]-3-yl)-2-methoxypyridin-3-yl)methyl)azetidin-3-ol ClC1=C(C=CC=C1C1=CC=C(C(=N1)OC)CN1CC(C1)O)C1=C(C(=CC=C1)NC1=NC=CC=2C1=NC=CN2)C